C(C)(C)N1N=CC=C1C=1N=CC2=C(N1)C(=CN2C)CC2=CC=C(C=C2)N2N=C(C=C2C)C(F)(F)F 2-(1-isopropyl-1H-pyrazol-5-yl)-5-methyl-7-(4-(5-methyl-3-(trifluoromethyl)-1H-pyrazol-1-yl)benzyl)-5H-pyrrolo[3,2-d]pyrimidine